BrCC1(CC1)S(=O)(=O)CC 1-(bromomethyl)-1-(ethylsulfonyl)cyclopropane